Tert-Butyl N-[(1S)-1-{[(1R)-2-{4-[(1-{2-[2-(benzyloxy)ethoxy]ethyl}-5,6-difluoro-1H-indol-2-yl)carbonyl]-piperazin-1-yl}-1-cyclohexyl-2-oxoethyl]carbamoyl}ethyl]-N-methylcarbamate C(C1=CC=CC=C1)OCCOCCN1C(=CC2=CC(=C(C=C12)F)F)C(=O)N1CCN(CC1)C([C@@H](C1CCCCC1)NC(=O)[C@H](C)N(C(OC(C)(C)C)=O)C)=O